1,2-propylene glycol nitrogen [N].C(C(C)O)O